lithium aluminum water O.[Al].[Li]